2,3-diaminopropionic acid NC(C(=O)O)CN